N-((S)-1-cyano-2-(2-methoxy-4-(3-methyl-2-oxo-2,3-dihydrobenzo[d]oxazol-5-yl)phenyl)ethyl)-1,4-oxazepane-2-carboxamide C(#N)[C@H](CC1=C(C=C(C=C1)C=1C=CC2=C(N(C(O2)=O)C)C1)OC)NC(=O)C1OCCCNC1